C(C1=CC=CC=C1)C1=C(SC=2N3C(COCC21)=NN=C3C)C#CC=3C=NN(C3)CCCC#CC=3C=C2CN(C(C2=CC3)=O)C3C(NC(CC3)=O)=O 3-(5-(5-(4-((3-Benzyl-9-methyl-4H,6H-thieno[2,3-e][1,2,4]triazolo[3,4-c][1,4]oxazepin-2-yl)ethynyl)-1H-pyrazol-1-yl)pent-1-yn-1-yl)-1-oxoisoindolin-2-yl)piperidin-2,6-dion